FC(C(CC(=O)O)(F)F)(F)F 4,4,4,3,3-pentafluorobutanoic acid